NC=1C2=C(N=CN1)C(=NC(=C2)C=2C=NN(C2)C)C=2C(=C(C=CC2C)O)C (S)-3-(4-amino-6-(1-methyl-1H-pyrazol-4-yl)pyrido[3,4-d]pyrimidin-8-yl)-2,4-dimethylphenol